FC1CC(N(C1)C(CNC(=O)N1CCN(CC1)C)=O)C(NC(C1=NC=C(C=C1)C(C)C)C1=CC=CC=C1)=O N-{2-[4-fluoro-2-({phenyl[5-(propan-2-yl)pyridin-2-yl]methyl}carbamoyl)pyrrolidin-1-yl]-2-oxoethyl}-4-methylpiperazine-1-carboxamide